(2R)-2-[[(2R)-2-(tert-butoxycarbonylamino)-3-phenyl-propionyl]amino]-5,5,5-trifluoropentanoic acid C(C)(C)(C)OC(=O)N[C@@H](C(=O)N[C@@H](C(=O)O)CCC(F)(F)F)CC1=CC=CC=C1